FC1=CC=C(C=N1)C=1C=C2C(=NC1)NC(N2)=O 6-(6-fluoropyridin-3-yl)-1H-imidazo[4,5-b]pyridin-2(3H)-one